NC1CC2(CN(C2)C(=O)OC(C)(C)C)C1 tert-butyl 6-amino-2-azaspiro[3.3]heptane-2-carboxylate